C(C1=CC=CC=C1)N([C@@H](C)C(=O)[O-])P(=O)(OC1=C(C(=CC(=C1)CCCCC)O[Si](CC)(CC)CC)[C@H]1[C@@H](CCC(=C1)C)C(=C)C)C(=O)OCC benzyl((ethoxycarbonyl)(((1'R,2'R)-5'-methyl-4-pentyl-2'-(prop-1-en-2-yl)-6-((triethylsilyl)oxy)-1',2',3',4'-tetrahydro-[1,1'-biphenyl]-2-yl)oxy)phosphoryl)-L-alaninate